NCCNC=1C2=CC(=CC=C2N=C2C=CC(=CC12)NC1=CC(=C(C=C1)Cl)Cl)Cl N9-(2-Aminoethyl)-7-chloro-N2-(3,4-dichlorophenyl)acridine-2,9-diamine